CNC(=O)C1N(C(CC1)=O)C N,1-dimethyl-5-oxopyrrolidine-2-carboxamide